ClC=1C=C(C=CC1)NC(=O)CNC(=O)C1=CC=CC(=N1)C1=CC=C2C=CC=C(C2=C1)NC(C=C)=O N-{7-[6-({[(3-chlorophenyl)carbamoyl]methyl}carbamoyl)pyridin-2-yl]naphthalen-1-yl}prop-2-enamide